S(=O)(=O)(C1=CC=C(C)C=C1)OCC(=O)O[C@H]1[C@]2([C@H]3[C@]([C@H]([C@@H]([C@@](C1)(C=C)C)C)C)(C[C@@H](C3=O)O)CC[C@H]2C)C (2S,3aR,4R,5R,7S,8S,9S,9aS,12R)-2-hydroxy-4,7,8,9,12-pentamethyl-3-oxo-7-vinyldecahydro-4,9a-propanocyclopenta[8]annulen-5-yl 2-(tosyloxy)acetate